methoxy-N-methyl-6'-(prop-1-yn-1-yl)spiro[cyclobutane-1,3'-indol]-2'-amine COC1=C2C3(C(=NC2=CC(=C1)C#CC)NC)CCC3